C1(CC1)CC=1SC2=C(C1C(=O)N)CC(CC2)N=C=NC2=CC=C(C=C2)C cyclopropylmethyl-5-(p-tolyliminomethyleneamino)-4,5,6,7-tetrahydrobenzothiophene-3-carboxamide